C(C)(=O)OC1=CC=C(C=C1)C=1N=C2N(C=C(C=C2C2=CC=C(C=C2)C(C)=O)C2=CC(=CC=C2)C#N)C1 4-(8-(4-acetylphenyl)-6-(3-cyanophenyl)imidazo[1,2-a]pyridin-2-yl)phenyl acetate